1-[4-(4-fluorophenyl)thiazol-2-yl]-3-methyl-1H-pyrazol-5-ol FC1=CC=C(C=C1)C=1N=C(SC1)N1N=C(C=C1O)C